NC1=NC=2C=NC(=CC2C2=C1COC2)C(=O)N2[C@@H](COCC2)C=2SC(=CC2)C(F)(F)F (4-amino-1,3-dihydrofuro[3,4-c][1,7]naphthyridin-8-yl)((3S)-3-(5-(trifluoromethyl)-2-thienyl)-4-morpholinyl)methanone